(N,N-dimethyl-2-aminoethyl)trimethoxysilane CN(CC[Si](OC)(OC)OC)C